5-methyl-5-(2-(1-methyl-1H-pyrazol-4-yl)phenyl)-3-methylenedihydrofuran-2(3H)-one CC1(CC(C(O1)=O)=C)C1=C(C=CC=C1)C=1C=NN(C1)C